1-(9Z-tetradecenoyl)-2-tetradecanoyl-glycero-3-phospho-(1'-sn-glycerol) CCCCCCCCCCCCCC(=O)O[C@H](COC(=O)CCCCCCC/C=C\CCCC)COP(=O)(O)OC[C@H](CO)O